5-methoxy-2-methoxycarbonyl-3-toluic acid COC=1C=C(C(=C(C1)C)C(=O)OC)C(=O)O